NC=1C(=NC=C(N1)N1CCC2(CC1)[C@@H](C=1C(=NC=CC1)C2)N)SC2=CC=NC1=C2OCC2N1C(NC2)=O 4-((3-amino-5-((S)-5-amino-5,7-dihydrospiro[cyclopenta[b]pyridin-6,4'-piperidin]-1'-yl)pyrazin-2-yl)thio)-6,6a,7,8-tetrahydro-9H-imidazo[1,5-d]pyrido[3,2-b][1,4]oxazin-9-one